2-chloro-4-isocyanato-1,3,5-trimethylbenzene ClC1=C(C=C(C(=C1C)N=C=O)C)C